BrC1=C(C=O)C=CN=C1Cl 3-Bromo-2-chloroisonicotinaldehyde